(R)-3-(4-(5-chloro-3-fluoropyridin-2-yl)-3,6-dioxo-1-(4-fluoro-benzyl)piperazin-2-yl)bicyclo[1.1.1]pentane-1-carboxamide ClC=1C=C(C(=NC1)N1C([C@H](N(C(C1)=O)CC1=CC=C(C=C1)F)C12CC(C1)(C2)C(=O)N)=O)F